ClC1=NC=C2NC(N(C2=N1)C1CCC(CC1)O)=O 2-chloro-9-((1r,4r)-4-hydroxycyclohexyl)-7,9-dihydro-8H-purin-8-one